NCCCOC1=CC=C(C=C1)[C@@H]1[C@H](C2=NNC(C=3C=C(C=C(C23)N1)F)=O)C1=NC=NN1C (8S,9R)-8-(4-(3-aminopropoxy)phenyl)-5-fluoro-9-(1-methyl-1H-1,2,4-triazol-5-yl)-2,7,8,9-tetrahydro-3H-pyrido[4,3,2-de]phthalazin-3-one